2,2-dimethyl-1-(1,3,4,5-tetrahydro-2-benzazepin-2-yl)propan-1-one CC(C(=O)N1CC2=C(CCC1)C=CC=C2)(C)C